N-[1-{5-[3-(benzyloxy)-phenyl]thiophen-2-yl}ethyl]-6,7-dimethoxy-2-methylquinazolin-4-amine C(C1=CC=CC=C1)OC=1C=C(C=CC1)C1=CC=C(S1)C(C)NC1=NC(=NC2=CC(=C(C=C12)OC)OC)C